6-(2,6-dichlorophenyl)-2-(methylsulfonyl)-8,9-dihydroimidazo[1',2':1,6]pyrido[2,3-d]pyrimidine ClC1=C(C(=CC=C1)Cl)C1=CC2=C(N=C(N=C2)S(=O)(=O)C)N2C1=NCC2